O[C@]1(CN(CCC1)C1=NC2=CC=NC=C2C=C1)C ((R)-3-hydroxy-3-methylpiperidin-1-yl)-1,6-naphthyridin